3-[3-[[ethyl(methyl)sulfamoyl]amino]-2,6-difluoro-benzoyl]-5-[6-(piperazin-1-ylmethyl)-3-pyridyl]-1H-pyrrolo[2,3-b]pyridine C(C)N(S(=O)(=O)NC=1C(=C(C(=O)C2=CNC3=NC=C(C=C32)C=3C=NC(=CC3)CN3CCNCC3)C(=CC1)F)F)C